BrC=1C=C2C=CC(=NC2=CC1)[P+](C1=CC=CC=C1)(C1=CC=CC=C1)C1=CC=CC=C1 (6-bromoquinolin-2-yl)triphenylphosphonium